N1(CCCC1)C1=NC(=NC2=CC=CC=C12)NCCNC(C1=CC=CC=C1)=O N-(2-((4-(pyrrolidin-1-yl)quinazolin-2-yl)amino)ethyl)benzamide